6-chloro-8-fluoro-7-(6-fluoro-3,4-dihydro-quinolin-1(2H)-yl)-2-(((1-methylpyrrolidin-2-yl)methoxy)quinazolin-4-yl)piperazine-1-carboxylic acid ClC1CNCC(N1C(=O)O)C1=NC(=NC2=C(C(=CC=C12)N1CCCC2=CC(=CC=C12)F)F)OCC1N(CCC1)C